2-(5,6-difluoro-1H-indazol-3-yl)-6-methyl-7H-pyrrolo[3,4-b]pyridin-5-one FC=1C=C2C(=NNC2=CC1F)C1=CC=C2C(=N1)CN(C2=O)C